C1(CCC1)C1=CC(NC=N1)=O 6-cyclobutyl-3,4-dihydropyrimidin-4-one